CN(CCS)CCC(CCCCCCC\C=C/CCCCCCCC)CCCCCCCCC (Z)-2-(methyl(3-nonylicos-11-en-1-yl)amino)ethane-1-thiol